NC1=NC2=CC=C(C=C2C=N1)C=1C(=C(C=CC1F)NS(=O)(=O)C1=CC(=CC(=C1)C)C)F N-(3-(2-aminoquinazolin-6-yl)-2,4-difluorophenyl)-3,5-dimethylbenzenesulfonamide